FC=1C=C(C=C(C1)F)C=1OC=2N=C3N(C(C2N1)=O)CCC3 2-(3,5-difluorophenyl)-6,7-dihydrooxazolo[5,4-D]pyrrolo[1,2-a]pyrimidin-9(5H)-one